C1(=CC=CC=C1)C(C1=CC=CC=C1)=NC(C#N)CC=1OC2=C(C1)C=CC(=C2)C=2C=CC1=C(N(C(O1)=O)C)C2 2-[(diphenylmethylidene)amino]-3-[6-(3-methyl-2-oxo-1,3-benzoxazol-5-yl)-1-benzofuran-2-yl]propanenitrile